COC1=NC=CC=C1C1=CC2=NC(=CC(=C2O1)N1CCOCC1)N1N=C(C=C1)C=1C=C(C=CC1)C 2-(2-methoxypyridin-3-yl)-7-morpholino-5-(3-(m-tolyl)-1H-pyrazol-1-yl)furo[3,2-b]pyridine